2-fluoro-1-(3-{7-[(hydroxycyclobutyl)ethynyl]-3-[4-(trifluoromethyl)phenyl]pyrazolo[4,3-b]pyridin-1-yl}azetidin-1-yl)prop-2-en-1-one FC(C(=O)N1CC(C1)N1N=C(C2=NC=CC(=C21)C#CC2(CCC2)O)C2=CC=C(C=C2)C(F)(F)F)=C